C(CC)[Si](OCC)(OCC)OCC propyl-triethoxysilane